C(C1=CC=CC=C1)=NNC(C1=CC=CC=C1)=O N'-benzylidenebenzoyl-hydrazine